(R)-10-methyl-3-(3-vinylisothiazol-4-yl)-9,10,11,12-tetrahydro-8H-[1,4]diazepino[5',6':4,5]thieno[3,2-f]quinolin-8-one C[C@H]1NC(C2=C(C=3C=4C=CC(=NC4C=CC3S2)C=2C(=NSC2)C=C)NC1)=O